N=1N=CCCC1 4,5-dihydropyridazin